(1S,2R,5S)-2,6,6,8-Tetramethyltricyclo[5.3.1.01,5]undec-8-ene C[C@H]1[C@]23[C@@H](CC1)C(C(C(=CC2)C)C3)(C)C